caprylic acid glutarate C(CCCC(=O)O)(=O)O.C(CCCCCCC)(=O)O